6-chloro-N-(3-chloro-5-fluoro-4-((1-methyl-1H-benzo[d][1,2,3]triazol-5-yl)oxy)phenyl)pyrido[3,2-d]pyrimidin-4-amine ClC=1C=CC=2N=CN=C(C2N1)NC1=CC(=C(C(=C1)F)OC1=CC2=C(N(N=N2)C)C=C1)Cl